ClC1=C(C=CC=C1)C1=C(C(=CC=C1)C1=CC2=C(CN(CCC2)CC(=O)OCC)C=C1)C Ethyl 2-(7-(2'-chloro-2-methyl-[1,1'-biphenyl]-3-yl)-1,3,4,5-tetrahydro-2H-benzo[c]azepin-2-yl)acetate